C1(=CC=CC=C1)C1(C2=CC=CC=C2C(C=2C=CC=CC12)(C1=CC=C(C=C1)C1=CC2=CC=CC=C2C=C1)C1=CC=C(C=C1)C1=CC=C(C=C1)C1(C2=CC=CC=C2C=2C=CC=CC12)C1=CC=CC=C1)C1=CC=CC2=CC=CC=C12 9-phenyl-10-[4'-(9-phenyl-9H-fluoren-9-yl)biphenyl-4-yl]9-(1-naphthyl)-10-[4-(2-naphthyl)phenyl]anthracene